C(C)(C)(C)OC(=O)NC1CCC(CC1)OCC(=O)OCC 1-Ethyl 2-(((1r,4r)-4-((tert-butoxycarbonyl)amino)cyclohexyl)oxy)acetate